N[C@@H]1[C@@H](OCC12CCN(CC2)C2=C(C(N(C(=N2)C)C2=C(C1=CC=CC=C1C=C2)Cl)=O)C)C 6-((3S,4S)-4-Amino-3-methyl-2-oxa-8-aza-spiro[4.5]dec-8-yl)-3-(1-chloro-naphthalen-2-yl)-2,5-dimethyl-3H-pyrimidin-4-one